C(CCCCCCC)SC1=NC(=NC(=N1)OC1=CC(=C(C(=C1)C(C)(C)C)O)C(C)(C)C)OC1=CC(=C(C(=C1)C(C)(C)C)O)C(C)(C)C 2-octylthio-4,6-bis(3,5-di-t-butyl-4-hydroxyphenoxy)-s-triazine